N-((4-(5-chloro-3-fluoro-pyridin-2-yl)-1-(4-chloro-benzyl)-2-methyl-3,6-dioxopiperazin-2-yl)-methyl)acetamide ClC=1C=C(C(=NC1)N1C(C(N(C(C1)=O)CC1=CC=C(C=C1)Cl)(C)CNC(C)=O)=O)F